(3,4-dichlorophenyl)(4-propylphenyl)methanone ClC=1C=C(C=CC1Cl)C(=O)C1=CC=C(C=C1)CCC